C(C)O[Si](CCCCCCCCC(C)CC(=S)[O-])(OCC)OCC 1-triethoxysilyl-9-decylthioacetate